2,5,5-trimethyl-2-t-Butylhexanoic acid CC(C(=O)O)(CCC(C)(C)C)C(C)(C)C